COC1(CC(C1)(O)C1=CC=2C(=NC(=CC2)C=2C=C3C(=NC2)N(N=N3)C)S1)C trans-3-methoxy-3-methyl-1-(6-(3-methyl-3H-[1,2,3]triazolo[4,5-b]pyridin-6-yl)thieno[2,3-b]pyridin-2-yl)cyclobutanol